(Z)-3,3'-di-hydroxy-5-methoxystilbene OC=1C=C(C=C(C1)OC)\C=C/C1=CC(=CC=C1)O